COC1=C(C=C2C=CC(=NC2=C1)C)C1=CN=C(N1COCC[Si](C)(C)C)[C@H](CCCCCC(CC)=O)NC(OC(C)(C)C)=O (S)-tert-butyl (1-(5-(7-methoxy-2-methylquinolin-6-yl)-1-((2-(trimethylsilyl)ethoxy)methyl)-1H-imidazol-2-yl)-7-oxononyl)carbamate